[Br-].[Br-].C(CCCC1=[N+](CCC2=CC=CC=C12)CCOC)C1=[N+](CCC2=CC=CC=C12)CCOC 1,1'-butane-1,4-diylbis[2-(2-methoxyethyl)-3,4-dihydroisoquinolinium] dibromide